6-[[2-(2,6-dioxo-3-piperidyl)-1,3-dioxo-isoindolin-4-yl]amino]hexanoic acid O=C1NC(CCC1N1C(C2=CC=CC(=C2C1=O)NCCCCCC(=O)O)=O)=O